Tert-butyl 2-[3-(p-tolylsulfonyloxy)propoxy]acetate C1(=CC=C(C=C1)S(=O)(=O)OCCCOCC(=O)OC(C)(C)C)C